6-(4-(3-chloro-4-fluorophenyl)-1-(2-cyclobutylethyl)-1H-imidazol-5-yl)imidazo[1,2-b]pyridazine-3-carbonitrile ClC=1C=C(C=CC1F)C=1N=CN(C1C=1C=CC=2N(N1)C(=CN2)C#N)CCC2CCC2